2-fluoro-4-(((S)-1-(2-fluorophenyl)ethyl)amino)-N-((R,E)-4-(methylsulfonyl)but-3-en-2-yl)benzamide FC1=C(C(=O)N[C@H](C)\C=C\S(=O)(=O)C)C=CC(=C1)N[C@@H](C)C1=C(C=CC=C1)F